5-hydroxy-2,4-dioxopentanoic acid OCC(CC(C(=O)O)=O)=O